2-(2,6-dichlorophenyl)pyrimidine ClC1=C(C(=CC=C1)Cl)C1=NC=CC=N1